N-(bis(3-(tributylsilyl)phenyl)phosphaneyl)-1-(2-fluorophenyl)-N-isopropyl-1-(3-(tributylsilyl)phenyl)phosphanamine C(CCC)[Si](C=1C=C(C=CC1)P(N(P(C1=CC(=CC=C1)[Si](CCCC)(CCCC)CCCC)C1=C(C=CC=C1)F)C(C)C)C1=CC(=CC=C1)[Si](CCCC)(CCCC)CCCC)(CCCC)CCCC